8-Methoxy-5-((1-methylpyrrolidin-2-yl)methoxy)-2-(piperazin-1-yl)pyrimido[5,4-c]quinoline COC=1C=CC=2C3=C(C(=NC2C1)OCC1N(CCC1)C)C=NC(=N3)N3CCNCC3